C1(=CC=CC=C1)P(OCC1=C(C=C(C=C1)F)F)(=O)C1=CC=CC=C1 (2,4-difluorobenzyl) diphenylphosphinate